OC1=CC=C(C=C1)C(\C=C\C1=CC=CC=C1)=O (E)-1-(4-hydroxyphenyl)-3-phenylpropan-2-en-1-one